5-(2-(ethoxycarbonyl)cyclopropyl)-2-methoxybenzoic acid tert-butyl ester C(C)(C)(C)OC(C1=C(C=CC(=C1)C1C(C1)C(=O)OCC)OC)=O